C(#N)N1CCN(CC1)C1=CC=C(C=N1)C=1C=2N(C=C(C1)C=1C=NN(C1)C)N=CC2C#N 4-(6-(4-Cyanopiperazin-1-yl)pyridin-3-yl)-6-(1-methyl-1H-pyrazol-4-yl)pyrazolo[1,5-a]pyridine-3-carbonitrile